1,3,5-tris(3,5-di-tert-butyl-4-hydroxyphenylpropyl)-2,4,6-trimethylbenzene C(C)(C)(C)C=1C=C(C=C(C1O)C(C)(C)C)CCCC1=C(C(=C(C(=C1C)CCCC1=CC(=C(C(=C1)C(C)(C)C)O)C(C)(C)C)C)CCCC1=CC(=C(C(=C1)C(C)(C)C)O)C(C)(C)C)C